BrC=1C=C2C(=NN(C2=CC1)[C@@H]1C[C@H](C1)CO)C1CC1 (trans-3-(5-bromo-3-cyclopropyl-1H-indazol-1-yl)cyclobutyl)methanol